COC(C1=CC=C(C=C1)Br)(C1=CC=C(C=C1)C1=CC=C(C=C1)OC)OC 4-bromo-4'-(4-methoxyphenyl)benzophenone dimethyl acetal